C(#N)C=1C2=C(SC1NC(OC(C)(C)C)=O)C(=CC=C2C=2C1=C(C=3C=NC(=NC3C2F)OCC2(CC2)CN2CCC(CC2)=CF)COC1)F Tert-butyl (3-cyano-7-fluoro-4-(5-fluoro-3-((1-((4-(fluoromethylidene)piperidin-1-yl)methyl)cyclopropyl)methoxy)-7,9-dihydrofuro[3,4-f]quinazolin-6-yl)benzo[b]thiophen-2-yl)carbamate